(5-AMINO-2H-TETRAZOL-2-YL)ACETIC ACID NC=1N=NN(N1)CC(=O)O